(+-)-5,7-dibromo-1-(sec-butyl)-3-methyl-1H-pyrazolo[4,3-b]pyridine BrC1=CC(=C2C(=N1)C(=NN2[C@H](C)CC)C)Br |r|